NC1=NC=CC=C1C1=NC2=C(N1C1=CC=C(C=C1)C1CN(C1)C(=O)OC(C)(C)C)C=C(C=C2)N2N=CC=C2 tert-butyl 3-[4-[2-(2-amino-3-pyridyl)-6-pyrazol-1-yl-benzimidazol-1-yl]phenyl]azetidine-1-carboxylate